ClC1=C(C=CC=C1)C1=C2N(C(=NC1)NC[C@@H](C)O)C=CC(=C2)C(F)(F)F 4-(2-Chlorophenyl)-1-(((2R)-2-hydroxypropyl)amino)-6-(trifluoromethyl)-3H-pyrido[1,2-c]pyrimidine